ethyl-(2-phenyl-ethyl)phenyl-phosphine C(C)P(C1=CC=CC=C1)CCC1=CC=CC=C1